C(#N)CC=1C=CC(=C(C1)NC(=O)C=1N(C(=CC1)CCCC1=CC=CC=C1)C(C)C)C(F)(F)F N-[5-(cyanomethyl)-2-(trifluoromethyl)phenyl]-1-isopropyl-5-(3-phenylpropyl)-1H-pyrrole-2-carboxamide